methyl 1-(3,3,3-trifluoropropyl)-1H-indazole-3-carboxylate FC(CCN1N=C(C2=CC=CC=C12)C(=O)OC)(F)F